4-[2-(1,1-dimethyl-2-methylsulfonyl-ethyl)-1-(4-fluorophenyl)-4-hydroxy-indol-3-yl]Benzoic acid CC(CS(=O)(=O)C)(C)C=1N(C2=CC=CC(=C2C1C1=CC=C(C(=O)O)C=C1)O)C1=CC=C(C=C1)F